tert-Butyl 2-((((9H-fluoren-9-yl)methoxy) carbonyl)(methyl)amino)-4-(4-cyclopropylphenyl)butanoate C1=CC=CC=2C3=CC=CC=C3C(C12)COC(=O)N(C(C(=O)OC(C)(C)C)CCC1=CC=C(C=C1)C1CC1)C